ClC1=NC=C(C(=C1)N1C[C@@H](CC1)O)I (R)-1-(2-chloro-5-iodopyridin-4-yl)pyrrolidin-3-ol